CC1(CC(C1)C(COC1=NC(=NC(=C1)C1=C(C=CC=C1C)C)NS(=O)(=O)C=1C=C(C(=O)O)C=CC1)NCC1=NC(=CN=C1)N1[C@@H](CCC1)C)C 3-[[4-[2-(3,3-Dimethylcyclobutyl)-2-[[6-[(2R)-2-methylpyrrolidin-1-yl]pyrazin-2-yl]methylamino]ethoxy]-6-(2,6-dimethylphenyl)pyrimidin-2-yl]sulfamoyl]benzoic acid